CN1C(=C(C2=CC=C(C=C12)C(N[C@@H](C)C=1C=C(C=CC1)C)=O)CC=1C=C(OC(C(=O)OC)(C)C)C=CC1)C methyl (S)-2-(3-((1,2-dimethyl-6-((1-(m-tolyl)ethyl)carbamoyl)-1H-indol-3-yl)methyl)phenoxy)-2-methylpropanoate